O1[C@@H](COCC1)CNC(=O)C1=C(C2=C(C[C@H](C3=CN(N=C23)CC2CCN(CC2)C(=O)C2(CC2)O)C)O1)C(F)(F)F (4R)-N-{[(2R)-1,4-Dioxan-2-yl]methyl}-2-{[1-(1-hydroxycyclopropan-1-carbonyl)piperidin-4-yl]methyl}-4-methyl-8-(trifluoromethyl)-4,5-dihydro-2H-furo[2,3-g]indazol-7-carboxamid